tert-butyl {(2RS)-3-[3-(2,3-dihydrobenzofuran-4-yl)thioureido]-2-methylhex-4-yn-1-yl}carbamate O1CCC2=C1C=CC=C2NC(NC([C@@H](CNC(OC(C)(C)C)=O)C)C#CC)=S |r|